COC=1N=NC2=CC(=CC=C2C1)C1=NC(=CC=C1C=1C=NN(C1)CC1(CCOCC1)C)C 3-Methoxy-7-(6-methyl-3-{1-[(4-methyltetrahydro-2H-pyran-4-yl)methyl]-1H-pyrazol-4-yl}pyridin-2-yl)cinnolin